2,6-dihydroxyaniline OC1=C(N)C(=CC=C1)O